4-((4-methylpiperazin-1-yl)methyl-3-(trifluoromethyl)phenyl)benzo[d][1,3]dioxole-5-carboxamide CN1CCN(CC1)CC1=C(C=CC=C1C(F)(F)F)C1=C(C=CC=2OCOC21)C(=O)N